(2S,6R*)-2-{[(1S)-1-cyano-2-[4-(3-methyl-2-oxo-2,3-dihydro-1,3-benzoxazol-5-yl)phenyl]ethyl]carbamoyl}-6-methoxy-6-methyl-1,4-oxazepane-4-carboxylate C(#N)[C@H](CC1=CC=C(C=C1)C=1C=CC2=C(N(C(O2)=O)C)C1)NC(=O)[C@H]1OC[C@](CN(C1)C(=O)[O-])(C)OC |o1:27|